2-((3-cyano-4-hydroxypyrazolo[1,5-a]pyridin-6-yl)amino)-N,N-dimethylacetamide C(#N)C=1C=NN2C1C(=CC(=C2)NCC(=O)N(C)C)O